dimethyl (5'-methyl-4-pentyl-1',2',3',4'-tetrahydro-[1,1'-biphenyl]-2,6-diyl) bis((1-(dimethoxyphosphoryl)-1-hydroxyethyl)phosphonate) COP(=O)(OC)C(C)(O)P(OC)(OC1=C(C(=CC(=C1)CCCCC)OP(OC)(=O)C(C)(O)P(=O)(OC)OC)C1CCCC(=C1)C)=O